2-(piperazin-1-yl)-3-{[4-(trifluoromethyl)phenyl]methyl}pyrazine Nickel-chromium-zinc [Zn].[Cr].[Ni].N1(CCNCC1)C1=NC=CN=C1CC1=CC=C(C=C1)C(F)(F)F